C1(CCCC1)NC(=O)C1=CN=C2N1C=C(C=C2N2CCN(CC2)C(N(C)C)=O)S(NC2(CC2)C)(=O)=O N-cyclopentyl-8-(4-(dimethylcarbamoyl)piperazin-1-yl)-6-(N-(1-methylcyclopropyl)sulfamoyl)imidazo[1,2-a]pyridine-3-carboxamide